ClC1=CC=C(C=C1)C1=C(C=CC=C1)N1C(SC(C1=O)C)=S 3-(4-chlorophenylphenyl)-5-methylrhodanine